tert-butyl (2S)-2-(2-bromo-4-fluorophenyl)pyrrolidine-1-carboxylate BrC1=C(C=CC(=C1)F)[C@H]1N(CCC1)C(=O)OC(C)(C)C